(S)-2-(2-fluoro-5-(3-methyl-1-(4-methyl-4H-1,2,4-triazol-3-yl)cyclobutyl)phenyl)-6-((3-methylpiperidin-1-yl)methyl)-4-(trifluoromethyl)isoindol-1-one FC1=C(C=C(C=C1)C1(CC(C1)C)C1=NN=CN1C)N1C(C2=CC(=CC(=C2C1)C(F)(F)F)CN1C[C@H](CCC1)C)=O